FC1(CN(CC1)C1=NC=CC(=C1NC(=O)C1=CC(=NS1)C)C1=C(C=CC=C1)F)F N-(2-(3,3-difluoropyrrolidin-1-yl)-4-(2-fluoro-phenyl)pyridin-3-yl)-3-methylisothiazole-5-carboxamide